BrC=1C=CC=2C(N(C3=CC=CC1C23)C2C(N(C(CCC2)=O)COC)=O)=O 3-(5-bromo-2-oxo-benzo[cd]indol-1(2H)-yl)-1-(methoxymethyl)azepane-2,7-dione